[Cl-].C(CCCCCCCCCCCC)C=1NC=C[N+]1CCO 2-tridecyl-3-(2-hydroxyeth-yl)imidazolium chloride